1-benzyl-2-(2-chloro-4-(2-(piperazin-1-yl)ethoxy)phenyl)-4-isopropoxy-1H-imidazo[4,5-c]pyridine C(C1=CC=CC=C1)N1C(=NC=2C(=NC=CC21)OC(C)C)C2=C(C=C(C=C2)OCCN2CCNCC2)Cl